tetramethylammonium aspartate N[C@@H](CC(=O)[O-])C(=O)[O-].C[N+](C)(C)C.C[N+](C)(C)C